ClC=1C(OCC1Cl)=O 3,4-dichlorofuran-2(5H)-one